5-((5-chloro-2-fluoropyrimidin-4-yl)amino)-1-methylindolin-2-one ClC=1C(=NC(=NC1)F)NC=1C=C2CC(N(C2=CC1)C)=O